N-(4-fluoro-phenylacetyl)-2-benzyloxymethyl-proline methyl ester COC([C@]1(N(CCC1)C(CC1=CC=C(C=C1)F)=O)COCC1=CC=CC=C1)=O